CC1=C(C=NN1[C@@H](C)C1CCN(CC1)C(=O)OC(C)(C)C)B1OC(C(O1)(C)C)(C)C tert-butyl 4-[(1S)-1-[5-methyl-4-(4,4,5,5-tetramethyl-1,3,2-dioxaborolan-2-yl)pyrazol-1-yl]ethyl]piperidine-1-carboxylate